N-(4-Cyanobenzyl)-1-(3-hydroxypropyl)-6-((1-((1-methylcyclopropyl)sulfonyl)cyclopropyl)methyl)-7-oxo-4,5,6,7-tetrahydro-1H-pyrazolo[3,4-c]pyridine-3-carboxamide C(#N)C1=CC=C(CNC(=O)C2=NN(C=3C(N(CCC32)CC3(CC3)S(=O)(=O)C3(CC3)C)=O)CCCO)C=C1